beryllium ammonia N.[Be]